FC(CC)(N)F difluoropropan-1-amine